1,3-bis(1-methylpropynyloxy)-2-propanol dichlorophosphite P(Cl)(Cl)OC(COC(C#C)C)COC(C#C)C